FC1=CC=C(C=C1)C1=CC=CC(=N1)C=O 6-(4-fluorophenyl)pyridine-2-carbaldehyde